1-[(3-cyanobenzyl)oxy]-2-(3-cyanophenyl)-4-methyl-1H-imidazole-5-carboxylic acid ethyl ester C(C)OC(=O)C1=C(N=C(N1OCC1=CC(=CC=C1)C#N)C1=CC(=CC=C1)C#N)C